ethyl 7-((tert-butyloxycarbonyl)amino)-5-chloro-6-phenylpyrazolo[1,5-a]pyrimidin-3-carboxylate C(C)(C)(C)OC(=O)NC1=C(C(=NC=2N1N=CC2C(=O)OCC)Cl)C2=CC=CC=C2